5-(8-((2,2-difluoroethyl)(4-methoxybenzyl)amino)imidazo[1,2-b]pyridazin-6-yl)pyrimidine-2,4(1H,3H)-dione FC(CN(C=1C=2N(N=C(C1)C=1C(NC(NC1)=O)=O)C=CN2)CC2=CC=C(C=C2)OC)F